o-((2-oxabicyclo[2.2.2]octan-4-yl)methyl)-N-(((4-nitrobenzyl)oxy)carbonyl)-L-threonine C12OCC(CC1)(CC2)CC2=C(COC(=O)N[C@@H]([C@H](O)C)C(=O)O)C=CC(=C2)[N+](=O)[O-]